OC1(C(C=CC(=C1)O)\C=C\C(=O)C1=CC=CC=C1)O 2,2,4-Trihydroxychalcone